4,5-dimethyl-1,10-decanediamine CC(CCCN)C(CCCCCN)C